E-4-chloro-2-(2,4-dimethoxy-pyrimidin-5-yl)pyrazolo[3,4-d]pyrimidine ClC=1C=2C(N=CN1)=NN(C2)C=2C(=NC(=NC2)OC)OC